2-[(2s,6r)-1-[4-[(2,6-dioxo-3-piperidyl)amino]-2-fluoro-phenyl]-4-hydroxy-2,6-dimethyl-4-piperidyl]acetic acid hydrochloride Cl.O=C1NC(CCC1NC1=CC(=C(C=C1)N1[C@H](CC(C[C@H]1C)(O)CC(=O)O)C)F)=O